ethoxy-4-(prop-2-enyl)phenol C(C)OC1=C(C=CC(=C1)CC=C)O